(S)-7-bromo-6-fluoro-2,10-dimethyl-9,10-dihydro-8-oxa-2,4,10a-triazanaphtho[2,1,8-cde]azulene-1(2H)-one BrC1=C(C=C2N=CC=3N(C(N4[C@H](COC1=C2C34)C)=O)C)F